3-(1,2-Dimethyl-3-indolyl)-3-[4-diethylamino-2-methylphenyl]phthalide CN1C(=C(C2=CC=CC=C12)C1(OC(=O)C2=CC=CC=C12)C1=C(C=C(C=C1)N(CC)CC)C)C